4-[2-(3-aminophenyl)diazenyl]benzoic acid NC=1C=C(C=CC1)N=NC1=CC=C(C(=O)O)C=C1